tert-Butyl N-[(1R,5S,8s)-3-cyano-3-azabicyclo[3.2.1]octan-8-yl]carbamate C(#N)N1C[C@H]2CC[C@@H](C1)C2NC(OC(C)(C)C)=O